6,8-dihydroxy-7-decanoyl-9-isobutyl-2,2,4,4-tetramethyl-4,9-dihydro-1H-xanthene-1,3(2H)-dione OC=1C=C2OC=3C(C(C(C(C3C(C2=C(C1C(CCCCCCCCC)=O)O)CC(C)C)=O)(C)C)=O)(C)C